2-(1-cyanocyclopropyl)-N-[1-[3-(2-pyridyl)pyrazin-2-yl]ethyl]-6-(trifluoromethyl)pyridine-4-carboxamide C(#N)C1(CC1)C1=NC(=CC(=C1)C(=O)NC(C)C1=NC=CN=C1C1=NC=CC=C1)C(F)(F)F